C(C1=CC=CC=C1)S(=O)(=O)C1=C(C(=C(C=C1CCCCC)O)C1=CC(=CC=C1)C)O 3-(benzylsulfonyl)-3'-methyl-4-pentyl-[1,1'-biphenyl]-2,6-diol